C1(=CC=CC=C1)C1=CC=CC=2SC3=C(C21)C=CC=C3 phenyl-dibenzo[b,d]thiophene